BrC1=C(C(=CC=C1)C#N)NC(OC)=O Methyl (2-bromo-6-cyanophenyl)carbamate